4-(1-(1-((4-cyanonaphthalen-1-yl)amino)-2-methyl-1-oxopropan-2-yl)-1H-pyrazol-4-yl)-3,6-dihydropyridine-1(2H)-carboxylic acid tert-butyl ester C(C)(C)(C)OC(=O)N1CCC(=CC1)C=1C=NN(C1)C(C(=O)NC1=CC=C(C2=CC=CC=C12)C#N)(C)C